ClC1=C(C(=CC=C1)Cl)NC1=C(C=CC=C1)CO {2-[(2,6-dichlorophenyl)amino]phenyl}methanol